CC1=C(C=2N(C=C1C=1NC3=CC=C(C=C3C1C(C)C)OC1CCN(CC1)C(CN(C)C)=O)C=NN2)C 1-(4-((2-(7,8-Dimethyl-[1,2,4]triazolo[4,3-a]pyridin-6-yl)-3-isopropyl-1H-indol-5-yl)oxy)piperidin-1-yl)-2-(dimethylamino)ethan-1-on